ClC1=[N+](C=C(C=C1)C(C)OC1CCOCC1)[O-] 2-chloro-5-(1-((tetrahydro-2H-pyran-4-yl)oxy)ethyl)pyridine 1-oxide